N1(CCOCC1)C1=NC=C(C=N1)B1OC(C)(C)C(C)(C)O1 2-(4-morpholinyl)pyrimidine-5-boronic acid pinacol ester